cyclohexenyl chloroformate ClC(=O)OC1=CCCCC1